C(CCCCCCCCCCCCCCCCC)C(C(=O)N)CC(=O)N.[Na].[Na] disodium stearyl-succinamide